FC(CN1N=C(C=2C1=NC(=CN2)N2CCC1(C(N(C(N1CC)=O)C1=CC=C(C=C1)C(F)(F)F)=O)CC2)C)F 8-(1-(2,2-difluoroethyl)-3-methyl-1H-pyrazolo[3,4-b]pyrazin-6-yl)-1-ethyl-3-(4-(trifluoromethyl)phenyl)-1,3,8-triazaspiro[4.5]decane-2,4-dione